FC(C1(CCNCC1)OCC1(COC1)O)(F)F 3-(((4-(trifluoromethyl)piperidin-4-yl)oxy)methyl)oxetan-3-ol